FC1(CC(C1)CS(=O)(=O)NC1=C(C=C(C=C1)C1=NC=2C=NC(=NC2N(C1=O)C(C)C)NC1CCC(CC1)N(C)C)F)F 1-(3,3-Difluorocyclobutyl)-N-[4-[2-[[4-(dimethylamino)cyclohexyl]amino]-8-isopropyl-7-oxo-pteridin-6-yl]-2-fluoro-phenyl]methanesulfonamide